CN(C)C1C2=C3CCC(C2CC1)C3 N,N-dimethylaminotricyclo[5.2.1.02,6]decene